C(\C=C\C(=O)O)(=O)O.CC(C(=O)C=1C=C2C=3CC(CCC3NC2=CC1)CNCC(C)C)C (-)-6-(2-methylpropanoyl)-3-(isobutyl)aminomethyl-1,2,3,4-tetrahydro-9H-carbazole fumarate